Tert-butyl N-[3-(2-cyanoethoxy)propyl]carbamate C(#N)CCOCCCNC(OC(C)(C)C)=O